CC1N(CCCC1)S(=O)(=O)C1=CC=C(C=C1)NC(=O)C1=NNC=N1 1H-[1,2,4]Triazole-3-carboxylic acid [4-(2-methyl-piperidine-1-sulfonyl)-phenyl]-amide